FC1=C(OC2=C(C(=NC=C2)N)C=2C=NN(C2)CCC)C=CC(=C1)[N+](=O)[O-] 4-(2-fluoro-4-nitrophenoxy)-3-(1-propyl-1H-pyrazol-4-yl)pyridin-2-amine